CNC N,N-dimethylamine